Propyl-3H-Benzo[b]azepine-4-Carboxamide C(CC)C=1CC(=CC2=C(N1)C=CC=C2)C(=O)N